cholest-6(5)-en-3β,19,25-triol CC(C)(CCC[C@@H](C)[C@H]1CC[C@H]2[C@@H]3CC=C4C[C@H](CC[C@]4(CO)[C@H]3CC[C@]12C)O)O